3-Chlorobenzyl ((S)-1-(((S)-5-((1-benzylcyclopropyl)amino)-1,5-dioxopentan-2-yl)amino)-3-cyclohexyl-1-oxopropan-2-yl)carbamate C(C1=CC=CC=C1)C1(CC1)NC(CC[C@@H](C=O)NC([C@H](CC1CCCCC1)NC(OCC1=CC(=CC=C1)Cl)=O)=O)=O